6-(4-isopropyl-3-(2-(piperidin-4-yl)pyrimidin-5-yl)-1H-pyrazol-5-yl)-8-methyl-[1,2,4]triazolo[1,5-a]pyridine C(C)(C)C=1C(=NNC1C=1C=C(C=2N(C1)N=CN2)C)C=2C=NC(=NC2)C2CCNCC2